Methyl (2RS)-2-(6-iodoindazol-2-yl)-2-phenyl-acetate IC=1C=CC2=CN(N=C2C1)[C@@H](C(=O)OC)C1=CC=CC=C1 |r|